C(C(=C)C)(=O)OCCOC(=O)NC1=CC=CC=C1 2-[[(Phenylamino)-carbonyl]oxy]ethyl methacrylate